The molecule is an aldooctose phosphate that is the 4-O-phosphono derivative of 3-deoxy-alpha-D-manno-oct-2-ulopyranosonic acid. It derives from a 3-deoxy-alpha-D-manno-oct-2-ulopyranosonic acid. C1[C@H]([C@H]([C@H](O[C@]1(C(=O)O)O)[C@@H](CO)O)O)OP(=O)(O)O